4-(piperazin-1-ylmethyl)benzaldehyde hydrogen chloride salt Cl.N1(CCNCC1)CC1=CC=C(C=O)C=C1